N-{3,5-difluoro-4-[(3-[2-(2-methylpropanoyl)hydrazinecarbonyl]-1-{[2-(trimethylsilyl)ethoxy]methyl}-1H-pyrrolo[2,3-b]pyridin-4-yl)oxy]phenyl}-N'-[(3-methyloxetan-3-yl)methyl]urea FC=1C=C(C=C(C1OC1=C2C(=NC=C1)N(C=C2C(=O)NNC(C(C)C)=O)COCC[Si](C)(C)C)F)NC(=O)NCC2(COC2)C